O=S1(NC=2N=CC=C(OCC3CCCCCN3C(C3=CC=CC1=C3)=O)N2)=O 18,18-dioxo-11-oxa-18λ6-thia-3,15,17,24-tetrazatetracyclo[17.3.1.112,16.03,9]tetracosa-1(22),12,14,16(24),19(23),20-hexaen-2-one